hexahydropentalen-1-ol C1(CCC2CCC=C12)O